FC(CN1[C@@H](C=2NC3=CC=CC=C3C2C[C@H]1C)C1=CN=C(S1)CC1CN(C1)CCCF)F 5-((1S,3R)-2-(2,2-Difluoroethyl)-3-methyl-2,3,4,9-tetrahydro-1H-pyrido[3,4-b]indol-1-yl)-2-((1-(3-fluoropropyl)azetidin-3-yl)methyl)thiazole